FC(C1=NC(=NO1)C1=CC2=C([C@@H](CO2)NC(=O)C2=C(N=C(O2)C)C)C=C1)F (S)-N-(6-(5-(difluoromethyl)-1,2,4-oxadiazol-3-yl)-2,3-dihydrobenzofuran-3-yl)-2,4-dimethyloxazole-5-carboxamide